Tert-Butyl (6-bromo-3-carbamoyl-2,3,4,9-tetrahydro-1H-carbazol-1-yl)carbamate BrC=1C=C2C=3CC(CC(C3NC2=CC1)NC(OC(C)(C)C)=O)C(N)=O